NCC(C)(C1=CC=C(C=C1)F)C1CCN(CC1)C(=O)OC(C)(C)C tert-Butyl 4-(1-amino-2-(4-fluorophenyl)propan-2-yl)piperidine-1-carboxylate